C(C)NC[Si](OC)(OC)OC N-Ethylaminomethyltrimethoxysilan